N[C@H](C(=O)O)CC1=CC=C(C=C1)C1CCC(CC1)C(=O)OC(C)(C)C (S)-2-amino-3-(4-((1S,4r)-4-(tert-butoxycarbonyl)cyclohexyl)phenyl)propanoic acid